N-(1H-imidazol-2-yl)-4-(2-{[(3S)-piperidin-3-yl]amino}-5-(trifluoromethyl)pyrimidin-4-yl)-1H-pyrrol-2-carboxamide N1C(=NC=C1)NC(=O)C=1NC=C(C1)C1=NC(=NC=C1C(F)(F)F)N[C@@H]1CNCCC1